1-oxo-1,2,3,4-tetrahydroisoquinoline-5-carboxamide O=C1NCCC=2C(=CC=CC12)C(=O)N